(6-(cyclopentyloxy)-4-methylpyridin-3-yl)-4-oxo-4,5-dihydro-3H-1-thia-3,5,8-triazaacenaphthylene-2-carboxamide C1(CCCC1)OC1=CC(=C(C=N1)N1C2=C(SC=3N=CC=C(NC1=O)C32)C(=O)N)C